CC(C)C1=C(SC(=C1)C(C)C)NC(NS(N(C1CN(CCC1)C)C=1C=NN(C1)C)(=O)=O)=O 3-[3,5-Bis(propan-2-yl)thiophen-2-yl]-1-[(1-methyl-1H-pyrazol-4-yl)(1-methylpiperidin-3-yl)sulfamoyl]urea